BrCC(OC1=C(C=CC=C1)C)CBr [2-bromo-1-(bromomethyl)ethoxy]-methylbenzene